C(=O)(O)CN1C(=NCC1)C(CCCCCCCCCCC)=O 1-(carboxymethyl)-2-lauroylimidazoline